N1(CCCCC1)C(=O)C1=CC=C(C=N1)C#CC1=C(C=CC=C1)NS(=O)(=O)C=1C(=CC=C2C=CC=NC12)C 7-Methyl-quinoline-8-sulfonic acid {2-[6-(piperidine-1-carbonyl)-pyridin-3-ylethynyl]-phenyl}-amide